(E)-3-(2-benzyl-4-methylphenyl)-1-(piperidin-1-yl)prop-2-en-1-one C(C1=CC=CC=C1)C1=C(C=CC(=C1)C)/C=C/C(=O)N1CCCCC1